4-[(6,7-Dibromofuro[3,2-c]pyridin-4-yl)thio]piperidine-1-carboxylic acid 2-methylpropan-2-yl ester CC(C)(C)OC(=O)N1CCC(CC1)SC1=NC(=C(C2=C1C=CO2)Br)Br